5-(benzylamino)-2-(5-methyl-2-furyl)pyrazolo[1,5-a]pyrimidine-3-carbonitrile C(C1=CC=CC=C1)NC1=NC=2N(C=C1)N=C(C2C#N)C=2OC(=CC2)C